FC1=C(C(=CC=C1)F)C=1C(=CC2=C(N(C(N=C2N2[C@H](CNCC2)C)=O)C=2C(=NC=CC2C)C(C)C)N1)C#N (S)-7-(2,6-difluorophenyl)-1-(2-isopropyl-4-methylpyridin-3-yl)-4-(2-methylpiperazin-1-yl)-2-oxo-1,2-dihydropyrido[2,3-d]pyrimidine-6-carbonitrile